C1(O)=C(C(O)=CC(O)=C1)CCCCCCCC\C=C/CCCCCCCC(=O)O phloroglucinololeic acid